C(#N)CC(=O)N[C@@H]1CC[C@H](CC1)N1C(C=2C=C(C=CC2C2=C1N=C(N=C2)NCC2CC2)CN2CCN(CC2)C)=O trans-2-Cyano-N-(4-(3-((cyclopropylmethyl)amino)-8-((4-methylpiperazin-1-yl)methyl)-6-oxopyrimido[4,5-c]isoquinolin-5(6H)-yl)cyclohexyl)acetamide